O1NC=CN=C1 1,2,5-oxadiazine